(S)-3-((1-(4-fluorophenyl)ethyl)amino)isonicotinic acid, lithium salt [Li+].FC1=CC=C(C=C1)[C@H](C)NC1=C(C(=O)[O-])C=CN=C1